NC1=NC2=CC=C(C=C2C(N1)=O)C1=CC=C(C=C1)S(=O)(=O)N1C[C@@H]([C@@H](CC1)NC1=NC=C(C=C1)C(F)(F)F)O 2-amino-6-(4-(((3S,4R)-3-hydroxy-4-((5-(trifluoromethyl)pyridin-2-yl)amino)piperidin-1-yl)sulfonyl)phenyl)quinazolin-4(3H)-one